C(C)(C)(C)OC(=O)N1CCC(CC1)N(C)C=1SC2=C(N=NC(=C2)Br)N1 4-((3-bromothiazolo[4,5-C]pyridazin-6-yl)(methyl)amino)piperidine-1-carboxylic acid tert-butyl ester